4-(cyclohexylmethyl)-3-[(2-fluorophenyl)methyl]-4,5-dihydro-1,2,4-oxadiazol-5-one C1(CCCCC1)CN1C(=NOC1=O)CC1=C(C=CC=C1)F